tert-butyl (S)-6-diazo-2-((S)-3-(1-methyl-1H-indol-3-yl)-2-(4-(quinuclidine-4-carboxamido)butanamido) propanamido)-5-oxohexanoate [N+](=[N-])=CC(CC[C@@H](C(=O)OC(C)(C)C)NC([C@H](CC1=CN(C2=CC=CC=C12)C)NC(CCCNC(=O)C12CCN(CC1)CC2)=O)=O)=O